copper (1,10-phenanthroline) N1=CC=CC2=CC=C3C=CC=NC3=C12.[Cu]